F[B-](F)(F)CNC(OC(C)(C)C)=O.[K+] potassium tert-butyl N-[(trifluoroboranuidyl)methyl]carbamate